ClC=1N=C(SC1C(=O)C1=NC(=NO1)C1=CC=CC=C1)N([C@@H](C)C(=O)OCC)C1=CC=C(C=C1)F |r| rac-ethyl N-{4-chloro-5-[(3-phenyl-1,2,4-oxadiazol-5-yl)carbonyl]-1,3-thiazol-2-yl}-N-(4-fluorophenyl)alaninate